FC(S(=O)(=O)OC=1C[C@@H](CCC1)C(=O)OC)(F)F methyl (R)-3-(((trifluoromethyl)sulfonyl)oxy)cyclohex-3-ene-1-carboxylate